FC=1C=2C=3N=CC=C4N=C(N(C[C@H](CN(C([C@H]5NC[C@@H](NC(=NC1)N2)C5)=O)C)OC)C34)C (8S,11S,15R)-3-fluoro-15-methoxy-13,18-dimethyl-5,7,10,13,17,19,23,26-octazapentacyclo[15.6.1.12,6.18,11.020,24]hexacosa-1(24),2(26),3,5,18,20,22-heptaen-12-one